5-amino-8-[2-methyl-6-(trifluoromethyl)-4-pyridinyl]-7-phenyl-2-(2-phenylethyl)-[1,2,4]triazolo[4,3-c]pyrimidin-3-one NC1=NC(=C(C=2N1C(N(N2)CCC2=CC=CC=C2)=O)C2=CC(=NC(=C2)C(F)(F)F)C)C2=CC=CC=C2